COC(CC(CC)=N)=O 3-iminovaleric acid methyl ester